OP(O)OP(O)O.C(CCCCCCCCCCCC)C(O)C(CO)(CO)CO tridecyl-pentaerythritol diphosphite